(S)-3-(1-hydroxymethyl)-5-methyl-5,6-dihydroimidazo[1,5-a]pyrazine-7(8H)-carboxylic acid tert-butyl ester C(C)(C)(C)OC(=O)N1CC=2N([C@H](C1)C)C(=NC2)CO